5-((4-methoxypyridin-3-yl)methoxy)-2-methyl-N-(tetrahydrofuran-3-yl)benzofuran-3-carboxamide COC1=C(C=NC=C1)COC=1C=CC2=C(C(=C(O2)C)C(=O)NC2COCC2)C1